C(C)SCC(=O)O 2-(ethylthio)acetic acid